indazol-5-yl-6-(trifluoromethyl)pyridine-2-carboxamide N1N=CC2=CC(=CC=C12)C=1C(=NC(=CC1)C(F)(F)F)C(=O)N